1-isopropyl-5-methylthieno[2,3-d]pyrimidin C(C)(C)N1CN=CC2=C1SC=C2C